FC1=C(C=CC(=C1)C(F)(F)F)/C=C/C(=O)NCC(=O)N1CC(N(CC1)CCCC(=O)O)C 4-[4-[2-[[(E)-3-[2-fluoro-4-(trifluoromethyl)phenyl]prop-2-enoyl]amino]acetyl]-2-methylpiperazin-1-yl]butanoic acid